methyl (methacrylate) C(C(=C)C)(=O)OC